2-(4-hydroxycyclohexyl)-4-methylmorpholin-3-one OC1CCC(CC1)C1C(N(CCO1)C)=O